tert-butyl 2-((2-(2,6-dioxopiperidin-3-yl)-1,3-dioxoisoindolin-4-yl)oxy)acetate O=C1NC(CCC1N1C(C2=CC=CC(=C2C1=O)OCC(=O)OC(C)(C)C)=O)=O